(R)-4-(5-amino-4-((((4-fluorophenyl)methyl-d2)sulfonyl)oxy)-3-oxo-2,3-dihydrofuran-2-yl-2-d)benzoic acid-d NC1=C(C([C@@](O1)([2H])C1=CC=C(C(=O)O[2H])C=C1)=O)OS(=O)(=O)C([2H])([2H])C1=CC=C(C=C1)F